6-ethoxy-2-[2-fluoro-6-methyl-4-(trifluoromethoxy)phenyl]-2,5-dihydro-4H-pyrazolo[3,4-d]pyrimidin-4-one C(C)OC=1NC(C=2C(N1)=NN(C2)C2=C(C=C(C=C2C)OC(F)(F)F)F)=O